1-(4-(3-(3,5-dimethylisoxazol-4-yl)-5-methylphenoxy)-3,5-dimethylphenyl)-3-(2-morpholinoethyl)urea CC1=NOC(=C1C=1C=C(OC2=C(C=C(C=C2C)NC(=O)NCCN2CCOCC2)C)C=C(C1)C)C